1-carbamoyl-N,N-dimethylformamide C(N)(=O)C(=O)N(C)C